BrC1=CC2=C(OCCN2C(C)=O)C=C1 1-(6-bromo-2,3-dihydro-4H-benzo[b][1,4]oxazin-4-yl)ethan-1-one